NC1C(CC(CC1)N)CC(C)C 1,4-diamino-2-isobutylcyclohexane